C(C)OC(CCCC=CCCCCCCCC)=O 5-tetradecenoic acid ethyl ester